5-BENZYLOXYINDOLE-3-CARBOXALDEHYDE C(C1=CC=CC=C1)OC=1C=C2C(=CNC2=CC1)C=O